OC(CCO)(C)C 3-hydroxy-3-methylbutanol